ClC=1C=C(C=CC1F)C(NC1=C(C=C(C=C1)OC)F)C=1NC(=C(N1)S(=O)(=O)C)C N-((3-chloro-4-fluorophenyl)(5-methyl-4-(methylsulfonyl)-1H-imidazol-2-yl)methyl)-2-fluoro-4-methoxyaniline